C(C)(=O)C1=CC(=C2CN(C(C2=C1)=O)C1=CC(=CC=C1)[C@@](C(C1=NN=CN1C)(F)F)(C)F)C(F)(F)F (R)-6-acetyl-2-(3-(1,1,2-trifluoro-1-(4-methyl-4H-1,2,4-triazol-3-yl)propan-2-yl)phenyl)-4-(trifluoromethyl)isoindolin-1-one